methyl 2-[1-cyclobutyl-6-(pyrimidin-2-yl)-1H-1,3-benzodiazol-2-yl]-5-methoxy-1-methyl-6-oxo-1,6-dihydropyrimidine-4-carboxylate C1(CCC1)N1C(=NC2=C1C=C(C=C2)C2=NC=CC=N2)C=2N(C(C(=C(N2)C(=O)OC)OC)=O)C